C(C)OP(O)(=O)CCCC1CCN(CC1)C=1C2=C(N=CN1)C(=CN2)C(NC)=O ethoxy(3-[1-[7-(methylcarbamoyl)-5H-pyrrolo[3,2-d]pyrimidin-4-yl]-piperidin-4-yl]propyl)phosphinic acid